ClC=1C=C(C=C2C(=C(C=NC12)C#N)NCC(C)(C)C)N[C@H](C=1N=NN(C1)C1(CC1)C(=O)N)C=1C(=NC(=CC1)F)C (S)-1-(4-(((8-chloro-3-cyano-4-(neopentylamino)quinolin-6-yl)amino)(6-fluoro-2-methylpyridin-3-yl)methyl)-1H-1,2,3-triazol-1-yl)cyclopropane-1-carboxamide